ClC1=C(CN2CC=CC3=C2NC2=CC=CC=C32)C=CC=C1 1-(2-chlorobenzyl)-9H-pyrido[2,3-b]indole